FC=1C=C(C=CC1)CCN 3-fluorophenylethylamine